NC1=C(C=CC=C1)P(O)(O)=O amino-phenyl-phosphonic acid